NCCCC[C@H]1C(N(CC2N(O[C@@H](C(N21)=O)CC2=CC=CC=C2)C(=O)O[C@@H](C)CC)CCC2=CC=CC1=CC=CC=C21)=O (3R,6S)-(S)-sec-butyl 6-(4-aminobutyl)-3-benzyl-8-(2-(naphthalen-1-yl)ethyl)-4,7-dioxohexahydropyrazino[2,1-c][1,2,4]oxadiazine-1(6H)-carboxylate